COC1=C(C(=CC(=C1)OC)OC)[P+](F)(F)F (2,4,6-trimethoxyphenyl)trifluorophosphonium